3-(4-fluorophenyl)-5-methyl-5-[4-(3-methyl-2-butenyloxy)phenyl]piperidin-2-one FC1=CC=C(C=C1)C1C(NCC(C1)(C1=CC=C(C=C1)OCC=C(C)C)C)=O